N1CC(CC1)OC=1C=NNC1 4-(pyrrolidin-3-yloxy)-1H-pyrazole